(S)-N-(1-hydroxypropan-2-yl)-5-(4-(trifluorometh-yl)phenoxy)-3,4-dihydro-isoquinoline-2(1H)-carboxamide OC[C@H](C)NC(=O)N1CC2=CC=CC(=C2CC1)OC1=CC=C(C=C1)C(F)(F)F